[4-(5-Bromo-7-fluoro-6-methoxy-indazol-2-yl)cyclohexyl]methanol BrC1=CC2=CN(N=C2C(=C1OC)F)C1CCC(CC1)CO